ethyl 2-(5-chloro-2-fluoro-4-(4-hydroxy-3-isopropylbenzyl)-3-methylphenoxy)acetate ClC=1C(=C(C(=C(OCC(=O)OCC)C1)F)C)CC1=CC(=C(C=C1)O)C(C)C